tert-butyl 3-(2,3-dichloro-6-fluorophenyl)-3-((3-(methyl-d3)-4-oxo-3,4-dihydroquinazolin-6-yl)amino)pyrrolidine-1-carboxylate ClC1=C(C(=CC=C1Cl)F)C1(CN(CC1)C(=O)OC(C)(C)C)NC=1C=C2C(N(C=NC2=CC1)C([2H])([2H])[2H])=O